Cl.CP(=O)(C)C1=C(C=CC=C1)N1C2=NC=NC=C2N(C1=O)C 9-(2-(dimethylphosphoryl)phenyl)-7-methyl-7,9-dihydro-8H-Purin-8-one hydrochloride